6-amino-5-ethynyl-2-((2-methoxyphenyl)amino)-8-phenylpyrido[2,3-d]pyrimidin-7(8H)-one NC1=C(C2=C(N=C(N=C2)NC2=C(C=CC=C2)OC)N(C1=O)C1=CC=CC=C1)C#C